C[C@@H]1[C@H]([C@@H]([C@H]([C@@H](O1)O[C@@H]2[C@@H]([C@H]([C@H](O[C@@H]2C(=O)N)O[C@@H]3[C@@H]([C@H]([C@H](O[C@@H]3C(=O)N)O[C@@H]4[C@H]([C@@H](O[C@@H]([C@H]4O)C)O[C@@H]5[C@H]([C@@H]([C@H](O[C@H]5O[C@@H]6[C@@H]([C@H]([C@H](O[C@@H]6C(=O)N)O[C@@H]7[C@@H]([C@H]([C@H](O[C@@H]7C(=O)N)O[C@@H]8[C@H]([C@@H](O[C@@H]([C@H]8O)C)O[C@@H]9[C@H](O[C@H]([C@H]([C@H]9O[C@@H]1[C@@H]([C@H]([C@@H]([C@H](O1)CO)O)O)O)O[C@@H]1[C@@H]([C@H]([C@H]([C@H](O1)CO)O)O)N)O[C@@H]1[C@H](O[C@@H]([C@H]([C@H]1O)O[C@H]1[C@@H]([C@H]([C@@H]([C@H](O1)CO)O)O)O)O[C@@H]1[C@@H](C[C@@](O[C@@H]1[C@@H](CO)O)(C(=O)O)O)O)CO)CO)NC(=O)C)NC(=O)C)O)NC(=O)C)O)C)NC=O)O)NC(=O)C)NC(=O)C)O)NC(=O)C)O)O)O)NC=O The molecule is an amino oligosaccharide that is a branched tetradecasaccharide derivative comprised of a mannose residue to which is linked an N-acetylgalactosaminyl residue at O-2, a glucosyl residue at O-3 and a beta-D-QuiN4Fm-(1->4)-alpha-D-GalNAcAN-(1->2)-alpha-D-GalNAcAN-(1->3)-beta-D-QuiNAc-(1->2)-beta-D-QuiN4Fm-(1->4)-alpha-D-GalNAcAN-(1->4)-alpha-D-GalNAcAN-(1->3)-beta-D-QuiNAc octasaccharide chain at O-4, all linked to an [alpha-D-Glc-(1->2)]-alpha-D-Man-(1->5)-alpha-Kdo branched trisaccharide unit. It is an amino oligosaccharide and a galactosamine oligosaccharide.